FC1=CC=C(C=C1)C1(CCC1)NC1=NC=C(C=N1)C1=CC(=NC=C1)C#N 4-(2-{[(4-fluorophenyl)cyclobutyl]amino}pyrimidin-5-yl)pyridine-2-carbonitrile